2-(3-phenyl-5-(pyridin-4-yl)-4-(4-sulfamoylbenzyl)-1H-pyrazol-1-yl)thiazole-4-carboxylic acid C1(=CC=CC=C1)C1=NN(C(=C1CC1=CC=C(C=C1)S(N)(=O)=O)C1=CC=NC=C1)C=1SC=C(N1)C(=O)O